2-(2-((3-((2R,4S,5R)-4-hydroxy-5-(hydroxymethyl)tetrahydrofuran-2-yl)-3,7-dihydropyrimido[2,1-i]purin-7-yl)oxy)cyclopropylidene)malonaldehyde O[C@H]1C[C@@H](O[C@@H]1CO)N1C=2N=CN3C(C2N=C1)=NC=CC3OC3C(C3)=C(C=O)C=O